NC1=C2C(=NC=N1)N(N=C2C2=CC=C(C=C2)OC2=CC=CC=C2)C2CCN(CC2)CC2=CC(=NC=C2)N2C(NC(CC2)=O)=O 1-(4-((4-(4-amino-3-(4-phenoxyphenyl)-1H-pyrazolo[3,4-d]pyrimidin-1-yl)piperidin-1-yl)methyl)pyridin-2-yl)dihydropyrimidine-2,4(1H,3H)-dione